1,5-diethylene glycol C(COCCO)O